N[C@@H]1C2=C(OC13CCN(CC3)C=3N=CC(=NC3CO)SC3=C(C(=NC=C3)N3CC(C3)C(C)(C)O)Cl)C=CC(=C2)F (R)-2-(1-(4-(5-(3-amino-5-fluoro-3H-spiro[benzofuran-2,4'-piperidine]-1'-yl)-6-(hydroxymethyl)pyrazin-2-ylsulfanyl)-3-chloropyridin-2-yl)azetidin-3-yl)propan-2-ol